1-(5-(2-(diethylamino)pyrimidin-4-yl)-4-methylthiazol-2-yl)pyrrolidin C(C)N(C1=NC=CC(=N1)C1=C(N=C(S1)N1CCCC1)C)CC